(3R)-1-((2-(3'-(4-((2-acetamidoethyl)amino)-4,5,6,7-tetrahydropyrazolo[1,5-a]pyridine-2-carboxamido)-2,2'-dichloro-[1,1'-biphenyl]-3-yl)-7-cyanobenzo[d]oxazol-5-yl)methyl)pyrrolidine C(C)(=O)NCCNC1C=2N(CCC1)N=C(C2)C(=O)NC=2C(=C(C=CC2)C2=C(C(=CC=C2)C=2OC1=C(N2)C=C(C=C1C#N)CN1CCCC1)Cl)Cl